(R)-2-Methyl-N-((R)-1-(1-methyl-1H-pyrazol-3-yl)ethyl)propane-2-sulfinamide CC(C)(C)[S@@](=O)N[C@H](C)C1=NN(C=C1)C